Isopropyl (R)-2-((5-acrylamido-2-methoxy-4-(methyl(1-methylpyrrolidin-3-yl)amino)phenyl)amino)-4-((2-(1-methyl-1H-pyrazol-3-yl)phenyl)amino)pyrimidin-5-carboxylate C(C=C)(=O)NC=1C(=CC(=C(C1)NC1=NC=C(C(=N1)NC1=C(C=CC=C1)C1=NN(C=C1)C)C(=O)OC(C)C)OC)N([C@H]1CN(CC1)C)C